6-(benzyloxy)benzo[b]Thiophene C(C1=CC=CC=C1)OC=1C=CC2=C(SC=C2)C1